FC(C1=C(C=NC=C1)CO)(F)F (4-Trifluoromethyl-pyridin-3-yl)-methanol